The molecule is an oxo dicarboxylic acid. It derives from a pimelic acid. It is a conjugate acid of a (S)-2-amino-6-oxopimelate. C(C[C@@H](C(=O)O)N)CC(=O)C(=O)O